tert-butyl (1S,4S)-5-[4-[3-chloro-4-(cyanomethoxy)-2-fluoro-anilino]pyrido[3,2-d]pyrimidin-6-yl]-2,5-diazabicyclo[2.2.1]heptane-2-carboxylate ClC=1C(=C(NC=2C3=C(N=CN2)C=CC(=N3)N3[C@@H]2CN([C@H](C3)C2)C(=O)OC(C)(C)C)C=CC1OCC#N)F